N-({1-[4-(benzylamino)-7-(oxan-4-yl)pyrrolo[2,1-f][1,2,4]triazin-2-yl]-2-methyl-1H-indol-4-yl}methyl)aminosulfonamide C(C1=CC=CC=C1)NC1=NC(=NN2C1=CC=C2C2CCOCC2)N2C(=CC1=C(C=CC=C21)CNNS(=O)=O)C